CC1=NSC(=C1C)C1=CC2=C(N=C(S2)NC(=O)[C@H]2[C@H](C2)F)C=C1 (1s,2s)-N-(6-(3,4-dimethylisothiazol-5-yl)benzo[d]thiazol-2-yl)-2-fluorocyclopropane-1-carboxamide